7-(1-(1,1-Dioxidotetrahydrothiophen-3-yl)-1H-pyrazol-4-yl)-3-methyl-1-phenyl-3,6-dihydroimidazo[4,5-d]pyrrolo[2,3-b]pyridin-2(1H)-one O=S1(CC(CC1)N1N=CC(=C1)C1=CC=2C(=NC=C3C2N(C(N3C)=O)C3=CC=CC=C3)N1)=O